tert-Butoxycarbonyl-N-[4-(5-methyl-2-thienyl)-2-nitro-phenyl]carbamic acid tert-butyl ester C(C)(C)(C)OC(N(C1=C(C=C(C=C1)C=1SC(=CC1)C)[N+](=O)[O-])C(=O)OC(C)(C)C)=O